C=NN=C1C(CC2=CC=CC=C12)C(=O)[O-] (methylenehydrazineylidene)-2,3-dihydro-1H-indene-2-carboxylate